C(C1=CC=CC=C1)C1(CN(CCO1)C(=O)C1=CC=CC=C1)N(C)C 2-benzyl-2-dimethylamino-4-morpholinophenone